COC1=C(C=CC(=C1)OC)CNC1=NN=C(C2=CC(=CC=C12)C=1C=C(C=NC1)B(O)O)C [5-[1-[(2,4-dimethoxyphenyl)methylamino]-4-methylphthalazin-6-yl]pyridin-3-yl]boronic acid